di(amino-benzothiazole) phenyl-phosphate C1(=CC=CC=C1)OP(=O)(O)O.NC=1SC2=C(N1)C=CC=C2.NC=2SC1=C(N2)C=CC=C1